BrCC(=O)C1=CC(=CC=C1)C(F)(F)F 2-bromo-1-(3-(trifluoromethyl)phenyl)ethan-1-one